C(C(=O)Cl)(=O)Cl Ethanedioyl dichloride